C(C)(=O)O[C@H]1C=C[C@H](C1)O (1S,4R)-cis-4-acetoxy-2-cyclopentene-1-ol